(3',4'-dichloro-5-fluorobiphenyl-2-yl)-1-methyl-3-trifluoromethyl-1H-pyrazole-4-carboxamide ClC=1C=C(C=CC1Cl)C1=C(C=CC(=C1)F)C1=C(C(=NN1C)C(F)(F)F)C(=O)N